6-(2,4-dimethylthiazol-5-yl)-2-((1-(4-(trifluoromethyl)pyridin-2-yl)piperidin-4-yl)methyl)pyridazin-3(2H)-one CC=1SC(=C(N1)C)C=1C=CC(N(N1)CC1CCN(CC1)C1=NC=CC(=C1)C(F)(F)F)=O